2-methyl-naphthalene bromotriphenylphosphine salt BrC1=C(C=CC=C1)P(C1=CC=CC=C1)C1=CC=CC=C1.CC1=CC2=CC=CC=C2C=C1